tert-butyl N-(20-{[2-(2,6-dioxopiperidin-3-yl)-1,3-dioxo-2,3-dihydro-1H-isoindol-4-yl]amino}-3,6,9,12,15,18-hexaoxaicosan-1-yl)carbamate O=C1NC(CCC1N1C(C2=CC=CC(=C2C1=O)NCCOCCOCCOCCOCCOCCOCCNC(OC(C)(C)C)=O)=O)=O